4-(4-((1R,5S)-3,8-diazabicyclo[3.2.1]octan-3-yl)-2-((2,6-dimethylenetetrahydro-1H-pyrrolizin-7a(5H)-yl)methoxy)pyrido[4,3-d]pyrimidin-7-yl)-5-ethylnaphthalen-2-ol [C@H]12CN(C[C@H](CC1)N2)C=2C1=C(N=C(N2)OCC23CC(CN3CC(C2)=C)=C)C=C(N=C1)C1=CC(=CC2=CC=CC(=C12)CC)O